CN(CC(COCCCCCCCC\C=C/C\C=C/CCCCC)OC(CCC)O[C@@H]1CC2=CC[C@H]3[C@@H]4CC[C@H]([C@@H](CCCC(C)C)C)[C@]4(CC[C@@H]3[C@]2(CC1)C)C)C 3-dimethylamino-2-(cholest-5-ene-3beta-oxybut-4-oxy)-1-(cis,cis-9,12-octadecadienyloxy)propane